(R or S)-4-chloro-6-(1-cyclopropyl-2-hydroxy-2-methylpropyl)-6,7-dihydro-5H-pyrrolo[3,4-b]pyridin-5-one ClC1=C2C(=NC=C1)CN(C2=O)[C@@H](C(C)(C)O)C2CC2 |o1:11|